(trifluoromethyl)-2,3,5,8,13-pentazatricyclo[8.4.0.02,6]tetradeca-1(10),3,5,8,11,13-hexaene-4-carboxamide FC(F)(F)C1C2=NC(=NN2C=2C=NC=CC2C=N1)C(=O)N